ClC1=C(C(=CC=C1)O)CC(=O)NC1=CC(=C(C=C1)N1N=CC(=C1)C#N)S(N)(=O)=O 2-(2-chloro-6-hydroxyphenyl)-N-[4-(4-cyano-1H-pyrazol-1-yl)-3-sulfamoylphenyl]acetamide